2-(1H-pyrrol-1-yl)-4-(trifluoromethyl)aniline N1(C=CC=C1)C1=C(N)C=CC(=C1)C(F)(F)F